2,3-dimethyl-3-(p-tolyl)cyclopentane-1-one CC1C(CCC1(C1=CC=C(C=C1)C)C)=O